N-(1-((6-(2-chloro-3-(2,3-dichloropyridin-4-yl)phenyl)-2-methoxypyridin-3-yl)methyl)piperidin-4-yl)-acetamide ClC1=C(C=CC=C1C1=C(C(=NC=C1)Cl)Cl)C1=CC=C(C(=N1)OC)CN1CCC(CC1)NC(C)=O